(Z)-4-(4-(pyridin-3-yl)but-1-yn-1-yl)thiazole-2-carbaldehyde oxime hydrochloride Cl.N1=CC(=CC=C1)CCC#CC=1N=C(SC1)\C=N/O